aminopropyldimethoxymethylsilane NCCC[SiH2]C(OC)OC